N[C@]1(CN(CCC1)C=1C=NC(=CC1CC1=CC=C2C(=NC=NN21)N)C2=C(C=C(C(=C2)F)OC)F)[C@@H](C(F)F)O (S)-1-((R)-3-AMINO-1-(4-((4-AMINOPYRROLO[2,1-F][1,2,4]TRIAZIN-7-YL)METHYL)-6-(2,5-DIFLUORO-4-METHOXYPHENYL)PYRIDIN-3-YL)PIPERIDIN-3-YL)-2,2-DIFLUOROETHAN-1-OL